FC(OC1=C(C=CC=C1)S(=O)(=O)N)(F)F 2-(trifluoromethoxy)benzene-1-sulfonamide